N-(4-cyanobenzyl)-1-methyl-2-oxo-8-((1-(N-propionylsulfamoyl)cyclopropyl)methoxy)-1,2-dihydro-1,7-naphthyridine-3-carboxamide C(#N)C1=CC=C(CNC(=O)C=2C(N(C3=C(N=CC=C3C2)OCC2(CC2)S(NC(CC)=O)(=O)=O)C)=O)C=C1